CC(CC)[SiH](Cl)Cl 1-methyl-n-propyldichlorosilane